Cl[Si](CCCC#N)(CCC)Cl 4-[dichloro(n-propyl)silyl]butanenitrile